BrCC(=O)[C@H]1CN(C[C@H]1CC)C(=O)OCC1=CC=CC=C1 (3R,4S)-benzyl 3-(2-bromoacetyl)-4-ethylpyrrolidine-1-carboxylate